tetranonyl-tetramethyl-cyclotetrasiloxane tert-butyl-(R)-2-(((3-(4-decylphenyl)-1,2,4-oxadiazol-5-yl)methyl)carbamoyl)morpholine-4-carboxylate C(C)(C)(C)OC(=O)N1C[C@@H](OCC1)C(NCC1=NC(=NO1)C1=CC=C(C=C1)CCCCCCCCCC)=O.C(CCCCCCCC)[Si]1(O[Si](O[Si](O[Si](O1)(C)CCCCCCCCC)(C)CCCCCCCCC)(C)CCCCCCCCC)C